bis(trifluoromethyl)sulfimide iodide [I-].FC(F)(F)S(=N)C(F)(F)F